4-(4-((tert-Butoxycarbonyl)amino)-2-cyano-5-(2-methylpropan-1-en-1-yl)phenyl)piperazine-1-carboxylic acid tert-butyl ester C(C)(C)(C)OC(=O)N1CCN(CC1)C1=C(C=C(C(=C1)C=C(C)C)NC(=O)OC(C)(C)C)C#N